CC=1C(=NC=CC1)C1=NC=C(C=N1)C1=CNC2=NC=C(C=C21)C2=CC1=C(CC[C@@H](CC1)N1C3COCC1C3)C=C2 6-[(7S)-3-[3-[2-(3-Methylpyridin-2-yl)pyrimidin-5-yl]-1H-pyrrolo[2,3-b]pyridin-5-yl]-6,7,8,9-tetrahydro-5H-benzo[7]annulen-7-yl]-3-oxa-6-azabicyclo[3.1.1]heptane